3-(6-nitro-4-oxo-benzo[d][1,2,3]triazin-3(4H)-yl)piperidine-2,6-dione [N+](=O)([O-])C1=CC2=C(N=NN(C2=O)C2C(NC(CC2)=O)=O)C=C1